OC(CO)C1=C(C=CC(=C1)N)N 2-(1,2-Dihydroxyethyl)-p-phenylen-diamin